(S)-1,1-difluoro-N-(2-(1-(4-methoxyphenyl)ethoxy)-4-(4,4,5,5-tetramethyl-1,3,2-dioxaborolan-2-yl)phenyl)methane-sulfonamide FC(S(=O)(=O)NC1=C(C=C(C=C1)B1OC(C(O1)(C)C)(C)C)O[C@@H](C)C1=CC=C(C=C1)OC)F